2-(3-Thienylmethyl)benzimidazole S1C=C(C=C1)CC=1NC2=C(N1)C=CC=C2